2,3,6,7,12,13,16,17-Octahydro-1H,5H,11H,15H-diquinolizino[1,9-bc:1',9'-hi]xanthylium chloride [Cl-].C1CCN2CCCC=3C2=C1C1=[O+]C=2C4=C5C(=CC2C=C1C3)CCCN5CCC4